C(#CC)C=1C=C2C=CC(=CC2=CC1)O 6-(Prop-1-yn-1-yl)naphthalen-2-ol